CC1=C(OC2=C(C=C(C=C2C1=O)C)[C@@H](C)OC1=C(C#N)C(=CC=C1)F)C1=CC2=CN(N=C2C=C1)C 2-[(1R)-1-[3,6-Dimethyl-2-(2-methylindazol-5-yl)-4-oxo-chromen-8-yl]ethoxy]-6-fluoro-benzonitrile